5-(4-(3-Chloro-5-fluorophenyl)-2-ethyl-1H-imidazol-5-yl)-1H-indazole ClC=1C=C(C=C(C1)F)C=1N=C(NC1C=1C=C2C=NNC2=CC1)CC